benzeneanisaldehyde C1(=CC=CC=C1)COC1=CC=C(C=O)C=C1